CC=1C(=C(C=C(C1)C(F)(F)F)O)C1=CC2=C(N=N1)N(CC2)[C@H]2[C@@H](CCCC2)S(=O)(=O)C 3-methyl-2-(7-((1R,2R)-2-(methylsulfonyl)cyclohexyl)-6,7-dihydro-5H-pyrrolo[2,3-c]pyridazin-3-yl)-5-(trifluoromethyl)phenol